NC1=NC(=C2N=CN(C2=N1)[C@H]1C=C[C@H](C1)COP(=O)(OC1=C(C=CC=C1)Br)N[C@@H](C)C(=O)OC)Cl Methyl ((((1S,4R)-4-(2-amino-6-chloro-9H-purin-9-yl)cyclopent-2-en-1-yl) methoxy)(2-bromophenoxy)phosphoryl)-L-alaninate